3-(4-(3-aminophenyl)thiophen-2-yl)-1,2,4-oxadiazol-5(4H)-one hydrochloride salt Cl.NC=1C=C(C=CC1)C=1C=C(SC1)C1=NOC(N1)=O